The molecule is a hydrochloride that is the monohydrochloride of 4-[(4-aminophenyl)(4-iminocyclohexa-2,5-dien-1-ylidene)methyl]-2-methylaniline. One of the minor constituents of Basic fuchsin, together with pararosanilin, rosanilin and new fuchsin. It has a role as a histological dye and a fluorochrome. It contains a magenta II(1+). CC1=C/C(=C(\\C2=CC=C(C=C2)N)/C3=CC(=C(C=C3)N)C)/C=CC1=N.Cl